ClC1=CC=C(C=C1)[C@H]1[C@@H](C1)C(=O)N(C)OC (Trans)-2-(4-Chlorophenyl)-N-Methoxy-N-Methylcyclopropane-carboxamide